4-(p-nitrophenyl)-1,2,4-triazole-3,5-dione [N+](=O)([O-])C1=CC=C(C=C1)N1C(N=NC1=O)=O